NC(=N)N.C(C1=CC=CC=C1)(=O)C=1C=C(C=CC1)C(C(=O)O)C 2-(3-benzoylphenyl)propionic acid guanidine salt